C(C1=CC=CC=C1)N1N=CC2=CC=C(C=C12)C=1C(=CC(N(C1)C)=O)OC1CCC(CC1)CS(=O)(=O)N (4-((5-(1-benzyl-1H-indazol-6-yl)-1-methyl-2-oxo-1,2-dihydropyridin-4-yl)oxy)cyclohexyl)methanesulfonamide